OCCN1CCCC1 1-(2-hydroxy-ethyl)-pyrrolidine